C1C(CC12CCC2)C=O spiro[3.3]heptane-2-formaldehyde